BrC=1C=C(C(=NC1)C(=O)N=CN(C)C)C 5-bromo-N-((dimethylamino)methylene)-3-methylpyridineamide